N-((1S,4S)-4-(6-(2-chloro-3-fluorophenyl)-2-((4-(4-ethylpiperazin-1-yl)-3-methylphenyl)amino)-5-methyl-7-oxopyrido[2,3-d]pyrimidin-8(7H)-yl)cyclohexyl)propanamide ClC1=C(C=CC=C1F)C1=C(C2=C(N=C(N=C2)NC2=CC(=C(C=C2)N2CCN(CC2)CC)C)N(C1=O)C1CCC(CC1)NC(CC)=O)C